N1C(C2(C3=CC=CC=C13)CCCC2)=O spiro[cyclopentane-1,3'-indol]-2'-one